1,4-diisocyanato-2-butene N(=C=O)CC=CCN=C=O